COC=1N=C2C(=CC=NC2=CC1OC)OC1=C(C=C(C=C1)NC(=O)C=1C(=NC(=C(C1O)C1=CC=C(C=C1)F)C)COCC)F N-[4-[(6,7-dimethoxy-1,5-naphthyridin-4-yl)oxy]-3-fluorophenyl]-2-(ethoxymethyl)-5-(4-fluorophenyl)-4-hydroxy-6-methylpyridine-3-carboxamide